C[N+]1=CC=C(C=C1)C1=[NH+]C=CC=C1 N'-methyl-2,4'-bipyridinium